6-bromo-2-chloro-3-(cyanomethyl)benzonitrile BrC1=CC=C(C(=C1C#N)Cl)CC#N